FC=1C=C(C=CC1)C1C(C1)CNC(=O)C=1C=C(C=NC1OC)C1=CC=C2C(=NNC2=C1)C(=O)NC 6-[5-({[2-(3-fluorophenyl)-cyclopropyl]methyl}carbamoyl)-6-methoxypyridin-3-yl]-N-methyl-1H-indazole-3-carboxamide